6-(3-chloro-6-(difluoromethyl)-2-fluorophenyl)-N-(1-((S or R)-1-(3-methyl-5-((1R,5S)-2-oxo-3-azabicyclo[3.1.0]hex-3-yl)pyridin-2-yl)ethyl)-1H-pyrazol-4-yl)pyrazine-2-carboxamide ClC=1C(=C(C(=CC1)C(F)F)C1=CN=CC(=N1)C(=O)NC=1C=NN(C1)[C@@H](C)C1=NC=C(C=C1C)N1C([C@@H]2C[C@@H]2C1)=O)F |o1:24|